(3S,4R)-4-((4-(4-((R)-1-aminoethyl)-8-fluoroquinolin-6-yl)-5-fluoropyrimidin-2-yl)amino)tetrahydro-2H-pyran-3-ol N[C@H](C)C1=CC=NC2=C(C=C(C=C12)C1=NC(=NC=C1F)N[C@H]1[C@@H](COCC1)O)F